C(C(C)C)(=O)O[C@H]1[C@@H](OC([C@H](COC([C@@H]1CC1=CC=CC=C1)=O)NC(C1=NC=CC(=C1OCOC(C(C)C)=O)OC)=O)=O)C (3S,6S,7R,8R)-8-benzyl-3-{3-[(isobutyryloxy)methoxy]-4-methoxypicolinamido}-6-methyl-4,9-dioxo-1,5-dioxonan-7-yl isobutyrate